NC1CCC(CC1)NC1=NC=C(C=N1)CCC1=CC=C(C=C1)NS(=O)(=O)C1=C(C=CC=C1)Cl N-(4-(2-(2-(((1r,4r)-4-aminocyclohexyl)amino)pyrimidin-5-yl)ethyl)phenyl)-2-chlorobenzenesulfonamide